C(C)(C)(C)OC(NC1CCC(CC1)(SC)C)=O (4-methyl-4-(methylthio)cyclohexyl)carbamic acid tert-butyl ester